OCC(CO[SiH2]CCCSC(CCCCCCC)=O)C (3-hydroxy-2-methyl-propoxy)-(4-thia-5-oxo-dodecyl)-silane